C(C1=CC=CC=C1)OC1=C2C(=C3[C@@H](CN(C3=C1)C(=O)OC(C)(C)C)CCl)C(=CS2)C tert-butyl (8S)-4-(benzyloxy)-8-(chloromethyl)-1-methyl-7,8-dihydro-6H-thieno[3,2-e]indole-6-carboxylate